N,N-bis({[1,1'-biphenyl]-4-yl})-9,9'-spirobi[fluoren]-8-amine C1(=CC=C(C=C1)N(C=1C=CC=C2C=3C=CC=CC3C3(C12)C1=CC=CC=C1C=1C=CC=CC13)C1=CC=C(C=C1)C1=CC=CC=C1)C1=CC=CC=C1